C(C1=CC=CC=C1)NC(=O)N([C@@H]1CC[C@H](CC1)NC1=NC=C(C(=N1)C=1C=NN(C1)CCC(=O)N)C#N)C1=NC=C(C=C1)C=1C=NN(C1)C 3-(4-(2-((trans-4-((benzylcarbamoyl)(5-(1-methyl-1H-pyrazol-4-yl)pyridin-2-yl)amino)cyclohexyl)amino)-5-cyanopyrimidin-4-yl)-1H-pyrazol-1-yl)propanamide